OC1=CC=C(C=C1)N1C(=CC=C1)\C=C/1\C(NC(S1)=O)=O (Z)-5-((1-(4-hydroxyphenyl)-1H-pyrrol-2-yl)methylene)thiazolidine-2,4-dione